2-(4-(9,10-bis(naphthalen-2-yl)anthracene-2-yl)phenyl)-1-phenyl-1H-benzo[D]imidazole C1=C(C=CC2=CC=CC=C12)C=1C2=CC=CC=C2C(=C2C=CC(=CC12)C1=CC=C(C=C1)C1=NC2=C(N1C1=CC=CC=C1)C=CC=C2)C2=CC1=CC=CC=C1C=C2